(1aR,7bS)-5-[(1-{(2S)-2-amino-3-[(2-hydroxyethyl)amino]-2-methyl-3-oxopropyl}azetidin-3-yl)oxy]-2-hydroxy-1,1a,2,7b-tetrahydrocyclopropa[c][1,2]benzoxaborinine-4-carboxylic acid N[C@@](CN1CC(C1)OC1=C(C2=C([C@@H]3[C@H](B(O2)O)C3)C=C1)C(=O)O)(C(=O)NCCO)C